(2S,5R)-5-((R)-hydroxy(phenyl)methyl)pyrrolidine O[C@@H]([C@H]1CCCN1)C1=CC=CC=C1